OCCN1CCN(CC1)C1=CC(=NC(=N1)C)NC=1SC(=CN1)C(=O)NC=1C(=NC=CC1)C 2-((6-(4-(2-hydroxyethyl)piperazin-1-yl)-2-methylpyrimidin-4-yl)amino)-N-(2-methylpyridin-3-yl)thiazole-5-carboxamide